6-(2,7-dimethyl-4,5,6,7-tetrahydropyrazolo[3,4-c]pyridine-3-yl)pyridine-2-ol CN1N=C2C(NCCC2=C1C1=CC=CC(=N1)O)C